FC=1C=C(C=C(C1)NC1=CC=NC=C1)NC(C1=CC(=CC=C1)NC1=CC=NC2=CC=C(C=C12)F)=O N-(3-fluoro-5-(pyridin-4-ylamino)phenyl)-3-((6-fluoroquinolin-4-yl)amino)benzamide